(4,7-dimethylpyrido[2,3-d]pyrimidin-2-yl)methanol CC=1C2=C(N=C(N1)CO)N=C(C=C2)C